C(C)[C@@H]1CC[C@@H](N(C1)C(C(=O)NC=1C=C(C=NC1)C(=O)N)=O)C1=CC=CC=C1 5-[[2-[(2R,5R)-5-ethyl-2-phenyl-1-piperidyl]-2-oxo-acetyl]amino]pyridine-3-carboxamide